COC1=CC=C(CN(C2=C(N=C(N=N2)SC)C(C(C(CC)=O)N2[C@H](CN(CC2)C(=O)OC(C)(C)C)C)=O)CC2=CC=C(C=C2)OC)C=C1 tert-butyl (3S)-4-(1-(6-(bis(4-methoxybenzyl)amino)-3-(methylthio)-1,2,4-triazin-5-yl)-1,3-dioxopentan-2-yl)-3-methylpiperazine-1-carboxylate